Cl.O1N=CC(=C1)C1=C2CCOC(C2=CC=C1)CN (5-(Isoxazol-4-yl)isochroman-1-yl)methanamine hydrochloride salt